(E)-N-(3-(2-(butylsulfanyl)phenyl)allyl)-N-(prop-2-yn-1-yl)acetamide sodium [Na].C(CCC)SC1=C(C=CC=C1)/C=C/CN(C(C)=O)CC#C